1-(4-chlorophenyl)-3-(3-fluoro-5-(3-morpholinoquinoxaline-6-carbonyl)phenyl)urea ClC1=CC=C(C=C1)NC(=O)NC1=CC(=CC(=C1)C(=O)C=1C=C2N=C(C=NC2=CC1)N1CCOCC1)F